OC(C#CC1=CC2=C(OC[C@@H](C(N2C)=O)NC(C2=NC=CC(=C2)CC=2C=NC(=CC2)C)=O)C=C1)(C)C (S)-N-(7-(3-hydroxy-3-methylbut-1-yn-1-yl)-5-methyl-4-oxo-2,3,4,5-tetrahydrobenzo[b][1,4]oxazepin-3-yl)-4-((6-methylpyridin-3-yl)methyl)picolinamide